(R)-6-methyl-4-(4,4,5,5-tetramethyl-1,3,2-dioxaborolan-2-yl)-1,2,3,6-tetrahydropyridine hydrochloride Cl.C[C@@H]1C=C(CCN1)B1OC(C(O1)(C)C)(C)C